CC=1N=C(C(=C(C(=O)O)C1C=1C=NN(C1C)CC12CC3CC(CC(C1)C3)C2)OCC2=CC=C(C=C2)OC)N=C(C2=CC=CC=C2)C2=CC=CC=C2 methyl-5-(1-(adamantan-1-ylmethyl)-5-methyl-1H-pyrazol-4-yl)-2-((diphenylmethylene)amino)-3-((4-methoxybenzyl)oxy)isonicotinic acid